C(C)C=1C(=CC=C2C=C(C=C(C12)C1=C(C=2N=C(N=C3C2C(=N1)OC[C@H]1N3CCCC1)S(=O)(=O)C)F)OCOC)F (8aS)-5-[8-ethyl-7-fluoro-3-(methoxymethoxy)naphthalen-1-yl]-4-fluoro-2-(methanesulfonyl)-8,8a,9,10,11,12-hexahydro-7-oxa-1,3,6,12a-tetraazabenzo[4,5]cyclohepta[1,2,3-de]naphthalene